gold(III) bisphosphine P.P.[Au+3]